(2S)-6-(1-amino-3,6,9,12,15,18,21,24,27,30,33,36-dodecaoxanonatriacontan-39-amido)-2-[1-({[(9H-fluoren-9-yl)methoxy]carbonyl}amino)-3,6,9,12-tetraoxapentadecan-15-amido]hexanoic acid NCCOCCOCCOCCOCCOCCOCCOCCOCCOCCOCCOCCOCCC(=O)NCCCC[C@@H](C(=O)O)NC(CCOCCOCCOCCOCCNC(=O)OCC1C2=CC=CC=C2C=2C=CC=CC12)=O